C[Si](OCC)(C1=CC=CC=C1)C1=CC=CC=C1 methyldiphenyl-ethoxysilane